C(C)(C)(C)C1=NC=CC(=C1)C1=C2C=CC=NC2=CC(=C1)C1=C(C=C(C=C1)C(=O)N1CCC(CC1)O)Cl (4-(5-(2-(tert-butyl)pyridin-4-yl)quinolin-7-yl)-3-chlorophenyl)(4-hydroxypiperidin-1-yl)methanone